2-[4-{4-(4'-cyano-biphenyl-4-yl)-naphthalen-1-yl}-phenyl]-4,6-diphenyl-benzoxazole C(#N)C1=CC=C(C=C1)C1=CC=C(C=C1)C1=CC=C(C2=CC=CC=C12)C1=CC=C(C=C1)C=1OC2=C(N1)C(=CC(=C2)C2=CC=CC=C2)C2=CC=CC=C2